Ethyl 7-amino-3-(4-chlorobenzoyl)indolizine-1-carboxylate NC=1C=CN2C(=CC(=C2C1)C(=O)OCC)C(C1=CC=C(C=C1)Cl)=O